NCCOCCN1CCN(CC1)C1=CC(=NC(=N1)C)NC=1SC(=CN1)C(=O)NC1=C(C=CC=C1C)Cl 2-((6-(4-(2-(2-aminoethoxy)ethyl)piperazin-1-yl)-2-methylpyrimidin-4-yl)amino)-N-(2-chloro-6-methylphenyl)thiazole-5-carboxamide